Vinylanthracene C=CC1=CC=CC2=CC3=CC=CC=C3C=C21